4-(tert-butoxycarbonylamino)benzyl bromide C(C)(C)(C)OC(=O)NC1=CC=C(CBr)C=C1